hydroxyethyldecanoic acid OCCC(C(=O)O)CCCCCCCC